tert-Butyl 1-(((4-chlorobenzyl)oxy)methyl)-4-((R)-(3-fluorophenyl)-(hydroxy)methyl)-7-azabicyclo[2.2.1]heptane-7-carboxylate ClC1=CC=C(COCC23CCC(CC2)(N3C(=O)OC(C)(C)C)[C@H](O)C3=CC(=CC=C3)F)C=C1